(E)-2-(2-Ethoxy-5-((4-(2-hydroxyethyl)piperazin-1-yl)sulfonyl)phenyl)-5-methyl-4-oxo-7-propyl-3,4-dihydropyrrolo[2,1-f][1,2,4]triazin-6-carbaldehyd O-(2-hydroxyethyl)oxim OCCO\N=C\C=1C(=C2C(NC(=NN2C1CCC)C1=C(C=CC(=C1)S(=O)(=O)N1CCN(CC1)CCO)OCC)=O)C